3-(2-((4-(6-((4-hydroxy-1-(3-phenylbutanoyl)piperidin-4-yl)methyl)-2-methyl-7-oxo-6,7-dihydro-2H-pyrazolo[4,3-d]pyrimidin-3-yl)benzyl)amino)acetamido)propenamide OC1(CCN(CC1)C(CC(C)C1=CC=CC=C1)=O)CN1C=NC=2C(C1=O)=NN(C2C2=CC=C(CNCC(=O)NC=CC(=O)N)C=C2)C